methyl (5-(3-(5-(((S)-1-ethoxy-3-methyl-1-oxobutan-2-yl)carbamoyl)oxazol-2-yl)phenyl)-1H-pyrazole-3-carbonyl)-L-leucinate C(C)OC([C@H](C(C)C)NC(=O)C1=CN=C(O1)C=1C=C(C=CC1)C1=CC(=NN1)C(=O)N[C@@H](CC(C)C)C(=O)OC)=O